C(C)N(CCCCCC1OC(C(O1)C(=O)OCCCCCC(=O)OC\C=C/CCCCCC)C(=O)OCCCCCCCC\C=C/CCCCCCCC)C 4-(6-(((Z)-non-2-en-1-yl)oxy)-6-oxohexyl) 5-((Z)-octadec-9-en-1-yl) 2-(5-(ethyl-(methyl)amino)pentyl)-1,3-dioxolane-4,5-dicarboxylate